5-(4-methoxybenzyl)-4-oxo-3-(trifluoromethyl)-4,5,6,7-tetrahydropyrazolo[1,5-a]pyrazine-2-carboxylic acid COC1=CC=C(CN2C(C=3N(CC2)N=C(C3C(F)(F)F)C(=O)O)=O)C=C1